NC1=NC=NC=2N(C3=CC=CC=C3C21)CC(=O)N2[C@@H](CCC2)C(=O)NC2=NC(=CC=C2)Br (S)-1-(2-(4-amino-9H-pyrimido[4,5-b]indol-9-yl)acetyl)-N-(6-bromopyridin-2-yl)pyrrolidine-2-carboxamide